6-phenyl-9H-purin-2-amine C1(=CC=CC=C1)C1=C2N=CNC2=NC(=N1)N